FC1=CC(=C2C=CN(C2=C1)CC(F)(F)F)B1OC(C(O1)(C)C)(C)C 6-fluoro-4-(4,4,5,5-tetramethyl-1,3,2-dioxaborolan-2-yl)-1-(2,2,2-trifluoroethyl)-1H-indole